ClC1=NN(C2=CC=C(C(=C12)CC(=O)N1[C@H](C2=CC=CC(=C2CC1)[C@@H](C(F)F)O)C)Cl)C 2-(3,5-dichloro-1-methyl-indazol-4-yl)-1-[(1S)-5-[(1S)-2,2-difluoro-1-hydroxy-ethyl]-1-methyl-3,4-dihydro-1H-isoquinolin-2-yl]Ethanone